3-(3-(2-chloroquinolin-4-yl)acryloyl)-4-phenyloxazolidin-2-one ClC1=NC2=CC=CC=C2C(=C1)C=CC(=O)N1C(OCC1C1=CC=CC=C1)=O